COC1=CC=CC=2OC3=CC(=CC=C3C(C12)NC(=O)C=1C(NC(=CC1)C(F)(F)F)=O)OC N-(1,6-dimethoxy-9H-xanthen-9-yl)-2-oxo-6-(trifluoromethyl)-1,2-dihydropyridine-3-carboxamide